C(C)(C)(C)OC(=O)NC1=C(C(=O)O)C=CC=C1 2-((tert-butoxycarbonyl)amino)benzoic acid